CP1(OCC2(CO1)COP(OC2)(C)=O)=O 3,9-Dimethyl-2,4,8,10-tetraoxa-3,9-diphosphaspiro[5.5]undecane-3,9-dioxide